N-methyl-N-ethylmorpholinium pyrrole salt N1C=CC=C1.C[N+]1(CCOCC1)CC